C1(=CC(=CC=C1)C[C@@H](C(=O)O)NC)C1=CC=CC=C1 (S)-3-([1,1'-biphenyl]-3-yl)-2-(methylamino)propanoic acid